C1(CC1)N(C1CCN(CC1)C(=O)OC(C)(C)C)CCO tert-Butyl 4-[cyclopropyl(2-hydroxyethyl)amino]piperidine-1-carboxylate